2,4,5-hexanetriol CC(CC(C(C)O)O)O